CC1=CC(=CC=C1)S(=O)(=O)F m-toluenesulfonic acid fluoride